BrC1=CC(=C(N1C1=CC=C(C#N)C=C1)C)C(CN1C2[C@@H](CC1CC2)O)=O (±)-4-(5-bromo-3-(2-((2R)-2-hydroxy-7-azabicyclo[2.2.1]heptan-7-yl)acetyl)-2-methyl-1H-pyrrol-1-yl)benzonitrile